(R)-ethyl 2-(2-((5-(3-(1-aminoethyl)phenyl)benzofuran-3-yl)methoxy)phenyl)acetate N[C@H](C)C=1C=C(C=CC1)C=1C=CC2=C(C(=CO2)COC2=C(C=CC=C2)CC(=O)OCC)C1